C(C=CC=CCCCCC)=O 7z-decadienal